(2-chloro-5-iodophenyl) (4-fluorophenyl) ketone FC1=CC=C(C=C1)C(=O)C1=C(C=CC(=C1)I)Cl